6-(2-(5-chloropyridin-3-yl)-4-methylthiazol-5-yl)-2-((3-(5-fluoropyridin-3-yl)-1,2,4-oxadiazol-5-yl)methyl)pyridazin-3(2H)-one ClC=1C=C(C=NC1)C=1SC(=C(N1)C)C=1C=CC(N(N1)CC1=NC(=NO1)C=1C=NC=C(C1)F)=O